(Cyclopropanecarboxamido)-4-((3-(hydroxymethyl)-4-methoxypyrazolo[1,5-a]pyridin-5-yl)amino)-N-(methyl-d3)nicotinamide C1(CC1)C(=O)NC1=C(C(=O)NC([2H])([2H])[2H])C(=CC=N1)NC1=C(C=2N(C=C1)N=CC2CO)OC